(R/S)-4-(3-(imidazo[1,2-a]pyridin-3-yl)-4-methylpiperazin-1-yl)-6-isopropylpyrimidin-2-amine N=1C=C(N2C1C=CC=C2)[C@H]2CN(CCN2C)C2=NC(=NC(=C2)C(C)C)N |r|